2-((6-aminopyrimido[5,4-d]pyrimidin-4-yl)amino)-2-methylhexan-1-ol NC=1N=CC=2N=CN=C(C2N1)NC(CO)(CCCC)C